2,3-bis(benzoyloxy)butanedioic acid C(C1=CC=CC=C1)(=O)OC(C(=O)O)C(C(=O)O)OC(C1=CC=CC=C1)=O